di(prop-2-yn-1-yl) phosphate P(=O)(OCC#C)(OCC#C)[O-]